COC(OC(NCC1=CC=CC=C1)=O)(C)OC dimethoxybenzyl-urethane